chloro-N-(2-methoxy-2-methylpropyl)-N-methyl-1-(tetrahydro-2H-pyran-2-yl)-1H-pyrazolo[4,3-c]pyridin-3-amine ClC1=NC=CC2=C1C(=NN2C2OCCCC2)N(C)CC(C)(C)OC